5-(6-chloro-1H-pyrrolo[2,3-b]pyridin-3-yl)-N-(2,2-difluoroethyl)pyrazolo[1,5-a]pyridine-3-carboxamide ClC1=CC=C2C(=N1)NC=C2C2=CC=1N(C=C2)N=CC1C(=O)NCC(F)F